N,N-Dimethylethanolamine CN(CCO)C